(1R,2S,4R)-4-Amino-1,2-cyclopentanediol NC1C[C@@H]([C@@H](C1)O)O